2-(2-bromophenyl)-2-oxoacetic acid methyl ester COC(C(=O)C1=C(C=CC=C1)Br)=O